COC1=C(C(=CC(=C1)C1=CN(C(C(=C1C)C)=O)C)OC)C=C1CCN(CC1)C(=O)OC(C)(C)C tert-butyl 4-[[2,6-dimethoxy-4-(1,4,5-trimethyl-6-oxo-3-pyridyl)phenyl]methylene]piperidine-1-carboxylate